methyl-cyclopropanamine CC1(CC1)N